FC1=C2C(=NC(NC2=CC=C1F)=O)N1CCCC2=C(C=CC=C12)C#CC1(CC1)C(F)(F)F 5,6-difluoro-4-[5-[2-[1-(trifluoromethyl)cyclopropyl]ethynyl]-3,4-dihydro-2H-quinolin-1-yl]-1H-quinazolin-2-one